tert-butyl (3-(4-bromo-1H-pyrazol-1-yl)-2-hydroxy-propyl)carbamate BrC=1C=NN(C1)CC(CNC(OC(C)(C)C)=O)O